C1(CCCCC1)[NH2+]C1CCCCC1.C(C)(C)(C)OC(=O)NCCCC(C(=O)[O-])CC(C)([N+](=O)[O-])C 2-(3-tert-butoxycarbonylamino-propyl)-4-methyl-4-nitro-pentanoic acid dicyclohexylammonium salt